CC(C)(C)OC(=O)N1CCC=C1 1-N-Boc-2,3-dihydropyrrole